isoeicosyl laurate C(CCCCCCCCCCC)(=O)OCCCCCCCCCCCCCCCCCC(C)C